O1CCOC2=C1C=CC(=C2)NC(C2=CC=C(C=C2)C2=NC1=CC=CC=C1N(C2=O)CC(C)C)=O N-(2,3-dihydro-1,4-benzodioxin-6-yl)-4-[4-(2-methylpropyl)-3-oxoquinoxalin-2-yl]benzamide